3-(1-methyl-1H-indol-5-yl)-1,2',3',5,5',6,6',8-octahydro-2H-spiro[benzo[4,5]thieno[2,3-d]pyrimidine-7,4'-pyran]-2,4(3H)-dione CN1C=CC2=CC(=CC=C12)N1C(NC2=C(C1=O)C1=C(S2)CC2(CCOCC2)CC1)=O